N-([1,2,4]triazolo[4,3-a]pyridin-6-ylmethyl)-7-(8-ethylnaphthalen-1-yl)-2-((hexahydro-1H-pyrrolizin-7a-yl)methoxy)-5,6,7,8-tetrahydropyrido[3,4-d]pyrimidin-4-amine N=1N=CN2C1C=CC(=C2)CNC=2C1=C(N=C(N2)OCC23CCCN3CCC2)CN(CC1)C1=CC=CC2=CC=CC(=C12)CC